ClC1=C(C(=CC=C1I)N)N 3-chloro-4-iodobenzene-1,2-diamine